3-[3-chloro-4-[[5-(4-chlorophenyl)tetrazol-1-yl]methyl]phenyl]-5-(trifluoromethyl)-1,2,4-oxadiazole ClC=1C=C(C=CC1CN1N=NN=C1C1=CC=C(C=C1)Cl)C1=NOC(=N1)C(F)(F)F